COCOC1=C(C=CC=C1)[C@@H]1[C@@H](C[C@@]2(CCCN12)C(=O)OC(C)(C)C)C(=O)OC 7a-(tert-butyl) 2-methyl (2R,3S,7aS)-3-(2-(methoxymethoxy)phenyl)tetrahydro-1H-pyrrolizine-2,7a(5H)-dicarboxylate